methyl 6-methoxy-1,2,3,4-tetrahydroisoquinoline-4-carboxylate COC=1C=C2C(CNCC2=CC1)C(=O)OC